(-)-4,4-difluoro-2-(4-fluorophenyl)-N-{4-[5-methyl-4-oxo-3-phenyl-7-(2,2,2-trifluoroethyl)-4,5-dihydro-1H-pyrrolo[3,2-c]pyridin-2-yl]pyridin-2-yl}butanamide FC(CC(C(=O)NC1=NC=CC(=C1)C1=C(C=2C(N(C=C(C2N1)CC(F)(F)F)C)=O)C1=CC=CC=C1)C1=CC=C(C=C1)F)F